FC1([C@H](CN(CC1)[C@H](C(=O)NC1=NC=C(C=C1)OC1=CC=C(C=C1)F)C)C1=CNC(C(=C1)CS(=O)(=O)C)=O)F (S)-2-((S)-4,4-difluoro-3-(5-((methylsulfonyl)methyl)-6-oxo-1,6-dihydropyridin-3-yl)piperidin-1-yl)-N-(5-(4-fluorophenoxy)pyridin-2-yl)propanamide